C(#N)CC1(CN(C1)C1CCN(CC1)C(=O)NC1=C(C=CC=C1)F)N1N=CC(=C1)C=1C2=C(N=CN1)NC=C2 4-{3-(cyanomethyl)-3-[4-(7H-pyrrolo[2,3-d]pyrimidin-4-yl)-1H-pyrazol-1-yl]azetidin-1-yl}-N-(2-fluorophenyl)piperidine-1-carboxamide